ClC1=CC=2OCC3N(C2N=C1)CCN(C3)C(CCOCCC)=O (2S)-1-(3-(3-chloro-6a,7,9,10-tetrahydropyrazino[1,2-d]pyrido[3,2-b][1,4]oxazin-8(6H)-yl)-3-oxopropoxy)propan